2-(Benzyloxy)-N-(2-fluoroethyl)ethan-1-amine C(C1=CC=CC=C1)OCCNCCF